(S)-2-(amino(p-tolyl)methyl-d)-4-fluorophenol N[C@@](C1=C(C=CC(=C1)F)O)([2H])C1=CC=C(C=C1)C